2-bromo-5-methylpyridin-3-amine BrC1=NC=C(C=C1N)C